(1r,3r)-3-fluorocyclobutane-1-amine FC1CC(C1)N